5-[3-[4-[3-[[(3S)-3,4-dihydroxybutyl]-methyl-amino]prop-1-ynyl]-2-fluoro-phenoxy]propyl]thiazole-4-carboxylic acid O[C@@H](CCN(CC#CC1=CC(=C(OCCCC2=C(N=CS2)C(=O)O)C=C1)F)C)CO